di-(3-octyl)phenylphosphine CCC(CCCCC)P(C1=CC=CC=C1)C(CC)CCCCC